CC1(CC1)C(=O)NCC=1NC2=CC(=CC=C2C1)NCC1=NC=CC=C1 1-methyl-N-((6-((pyridin-2-ylmethyl)amino)-1H-indol-2-yl)methyl)cyclopropane-1-carboxamide